BrC1=C(C=C(C2=C1N=N[Se]2)Br)Cl 4,7-dibromo-5-chloro-benzoselenadiazole